6-(benzylthio)-1-(cyclopropylmethyl)-7-fluoroquinazoline-2,4(1H,3H)-dione C(C1=CC=CC=C1)SC=1C=C2C(NC(N(C2=CC1F)CC1CC1)=O)=O